C1(=CC=C(C=C1)C1=NC(=NC(=N1)Cl)C1=CC=CC=C1)C1=CC=CC=C1 2-([1,1'-Biphenyl]-4-yl)-4-chloro-6-phenyl-1,3,5-triazine